C(N)(OC1CC(N(C2=C(C1)C=C(C=C2)Br)C(C)(C)C)=O)=O tert-butyl-(7-bromo-2-oxo-2,3,4,5-tetrahydro-1H-1-benzazepin-4-yl) carbamate